[Si](C)(C)(C(C)(C)C)O[C@@H]1[C@H](CCCC1)NCC=1N=CN(C1C)C(=O)OC(C)(C)C tert-butyl 4-((((1S,2S)-2-((tert-butyldimethylsilyl)oxy)cyclohexyl)amino)methyl)-5-methyl-1H-imidazole-1-carboxylate